C1=NNC(=N1)N The molecule is a member of the class of triazoles that is 1H-1,2,4-triazole substituted by an amino group at position 3. Used to control annual grasses and aquatic weeds (but not on food crops because it causes cancer in laboratory animals). Its use within the EU was banned from September 2017 on the grounds of potential groundwater contamination and risks to aquatic life; there have also been concerns about its endocrine-disrupting properties. It has a role as a herbicide, an EC 1.11.1.6 (catalase) inhibitor and a carotenoid biosynthesis inhibitor. It is an aromatic amine and a member of triazoles.